N-[[1-[(1R)-3-(hydroxyamino)-1-(2-naphthylmethyl)-oxo-propyl]triazol-4-yl]methyl]-4-(2-methoxyethoxy)benzamide ONC(C[C@@H](CC1=CC2=CC=CC=C2C=C1)N1N=NC(=C1)CNC(C1=CC=C(C=C1)OCCOC)=O)=O